[Cl-].C(C)C(CN1C=[N+](C=C1)CCCCCCCCCCCCCCCCCC)CCCC 1-(2-ethylhexyl)-3-octadecylimidazolium chloride